C(C)(C)(C)OCCNC1=NC2=C(N1)C=C(C=C2C(=O)NC2=C(C(=CC=C2)Cl)C)NC(=O)C2=C(C=CC=C2)C(F)(F)F 2-[(2-tert-butoxyethyl)amino]-N-(3-chloro-2-methylphenyl)-6-({[2-(trifluoromethyl)phenyl]carbonyl}amino)-1H-benzimidazole-4-carboxamide